6-bromo-2-(chloromethyl)-8-fluoroimidazo[1,2-a]pyridine BrC=1C=C(C=2N(C1)C=C(N2)CCl)F